P(=O)(=O)C(C(=O)[O-])CCCCCCCCCCCCCCCC phosphostearate